(4-((7-(3-(dimethylamino)propoxy)-6-methoxyquinolin-4-yl)oxy)-2,5-difluorophenyl)-4-ethoxypyridine-3-carboxamide CN(CCCOC1=C(C=C2C(=CC=NC2=C1)OC1=CC(=C(C=C1F)C1=NC=CC(=C1C(=O)N)OCC)F)OC)C